N2-(((9H-fluoren-9-yl)methoxy)carbonyl)-N6-(tert-butoxycarbonyl)-N2-methyl-L-lysine C1=CC=CC=2C3=CC=CC=C3C(C12)COC(=O)N([C@@H](CCCCNC(=O)OC(C)(C)C)C(=O)O)C